CN(CCC1=C(C=CC(=C1OC)N)NC)C [2-(dimethylamino)ethyl]-3-methoxy-N1-methylbenzene-1,4-diamine